tert-pentyl hydroperoxide C(C)(C)(CC)OO